(1R)-1-(3,4-dihydroxyphenyl)-2-(methylamino)ethanesulfonic acid OC=1C=C(C=CC1O)[C@H](CNC)S(=O)(=O)O